NC1=NC=CC=C1C1=NC=2C(=NC(=CC2)C=2OC(=CN2)C)N1C=1C=C2CC[C@@H](C2=CC1)NC1CCN(CC1)C(C=C)=O 1-(4-{[(1S)-5-[2-(2-aminopyridin-3-yl)-5-(5-methyl-1,3-oxazol-2-yl)imidazo[4,5-b]pyridin-3-yl]-2,3-dihydro-1H-inden-1-yl]amino}piperidin-1-yl)prop-2-en-1-one